trans-4-(3,4-dihydroisoquinolin-2(1H)-yl)-1-((1-methyl-4-phenyl-1H-imidazol-2-yl)methyl)piperidin-3-ol C1N(CCC2=CC=CC=C12)[C@H]1[C@@H](CN(CC1)CC=1N(C=C(N1)C1=CC=CC=C1)C)O